BrC1=CC=C(C=2C1=NSN2)C2=CC=C(S2)C=O 5-(7-bromobenzo[C][1,2,5]thiadiazole-4-yl)thiophene-2-formaldehyde